1,8-diazabicyclo[5.4.0]undec-4-ene N12CCC=CCC2NCCC1